(S)-6-((4-(3-Chloro-6-methoxy-5-((7-oxo-2,6-diazaspiro[3.4]octan-2-yl)methyl)-[2,4'-bipyridin]-2'-yl)-2,3-dihydro-1H-inden-1-yl)oxy)-2-methoxy-5-(trifluoromethyl)nicotinaldehyde ClC=1C(=NC(=C(C1)CN1CC2(C1)CNC(C2)=O)OC)C2=CC(=NC=C2)C2=C1CC[C@@H](C1=CC=C2)OC2=NC(=C(C=O)C=C2C(F)(F)F)OC